ClC1=CC2=C(N=N1)N(CC2)C[C@H](C)O (2S)-1-(3-chloro-5,6-dihydro-7H-pyrrolo[2,3-c]pyridazin-7-yl)propan-2-ol